C(C)(=O)O[C@@H]1[C@H](OC([C@@H]([C@H]1OC(C)=O)OC(C)=O)OCCBr)C(=O)OCC=C allyl (2S,3S,4S,5R)-3,4,5-triacetoxy-6-(2-bromoethoxy)tetrahydropyran-2-carboxylate